1-(3-chloropropyl)piperidine ClCCCN1CCCCC1